ClCC=1C(=C2NC(C=3N(C2=CC1)N=C(C3)F)=O)F 7-(chloromethyl)-2,6-difluoro-5H-pyrazolo[1,5-a]quinoxalin-4-one